NC1=C(C2=C(S1)C1CCC2C1)C#N 2-amino-4,5,6,7-tetrahydro-4,7-methanobenzo[b]thiophene-3-carbonitrile